2-((5-chloro-7-methyl-1-tosyl-1H-indol-4-yl)methyl)-2H-indazole-6-carbonitrile ClC=1C(=C2C=CN(C2=C(C1)C)S(=O)(=O)C1=CC=C(C)C=C1)CN1N=C2C=C(C=CC2=C1)C#N